C(C)(C)(C)C1=C(C=CC=C1OC)C(C(=O)O)N1CC(C1)OCCCCCC1=NC=2NCCCC2C=C1 2-(2-tert-butyl-3-methoxyphenyl)-2-(3-(5-(5,6,7,8-tetrahydro-1,8-naphthyridin-2-yl)pentyloxy)azetidin-1-yl)acetic acid